(S)-1-cyano-N-(5-morpholinothiazol-2-yl)pyrrolidine-3-carboxamide C(#N)N1C[C@H](CC1)C(=O)NC=1SC(=CN1)N1CCOCC1